tert-butyl N-[(3S)-1-[2-chloro-5-[4-(2-oxopyrrolidin-1-yl)phenyl]-4-pyridyl]-3-piperidyl]carbamate ClC1=NC=C(C(=C1)N1C[C@H](CCC1)NC(OC(C)(C)C)=O)C1=CC=C(C=C1)N1C(CCC1)=O